CNC(=O)C1=NN(C2=C1CCC=1C=NC(=NC21)N)C 8-amino-1-methyl-4,5-dihydro-1H-pyrazolo[4,3-h]quinazoline-3-carboxylic acid methylamide